OC=1C=C(C=C(C1O)OC)C1=NC2=C(N1)C=CC(=C2)N2CCN(CC2)C(=O)C2=C(C=CC=C2)C (4-(2-(3,4-dihydroxy-5-methoxyphenyl)-1H-benzo[d]imidazol-5-yl)piperazin-1-yl)(o-tolyl)methanone